BrC=1C=C2C(=NC1)C=NN2C(C2=CC=CC=C2)(C2=CC=CC=C2)C2=CC=CC=C2 6-bromo-1-trityl-1H-pyrazolo[4,3-b]Pyridine